ClC1=C(C=CC=2C3=C(NC12)[C@@H](CN(C3)C(=O)C3=NC=C(C=N3)OC)C=3C=NC=CC3)Cl (R)-(6,7-dichloro-4-(pyridin-3-yl)-1,3,4,5-tetrahydro-2H-pyrido[4,3-b]indol-2-yl)(5-methoxypyrimidin-2-yl)methanone